O1COCC2=C1C=CC(=C2)C(=C2CC1C(CN(C1)C(=O)N1N=C(N=C1)C#N)C2)C2=CC1=C(OCOC1)C=C2 1-(5-(bis(4H-benzo[d][1,3]dioxin-6-yl)methylene)octahydrocyclopenta[c]pyrrole-2-carbonyl)-1H-1,2,4-triazole-3-carbonitrile